NC=1C2=C(C3=C(C(=C(N3N)C=C3C=CC(C=C4C=CC(=CC(C1)=N2)N4)=N3)C3=CC=CC=C3)N)N tetra-aminophenyl-porphyrin